4-[(5-bromo-3-pyridinyl)amino]piperidine-1-carboxylic acid tert-butyl ester C(C)(C)(C)OC(=O)N1CCC(CC1)NC=1C=NC=C(C1)Br